2-(6-fluoro-3,3-dimethyl-2,3-dihydrobenzofuran-4-yl)-2-(3-(5-(5,6,7,8-tetrahydro-1,8-naphthyridin-2-yl)pentyloxy)azetidin-1-yl)acetic acid FC1=CC2=C(C(CO2)(C)C)C(=C1)C(C(=O)O)N1CC(C1)OCCCCCC1=NC=2NCCCC2C=C1